S1CC(CC1)OC=1C=C(C(=O)O)C=CC1 3-((tetrahydrothiophen-3-yl)oxy)benzoic acid